CC1=CC=C(C=C1)[C@H](C)NC(=O)CN2C(=O)C3=CC(=CC(=C3N=N2)C)C (S)-2-(6,8-dimethyl-4-oxobenzo[d][1,2,3]triazin-3(4H)-yl)-N-(1-p-tolylethyl)acetamide